CC1=NN2C(=NN=C(C2=C1)C1=C(C=C(C=C1)C(F)(F)F)O)N[C@H]1CN(CCC1)C 2-(2-methyl-7-{[(3R)-1-methylpiperidin-3-yl]amino}pyrazolo[1,5-d][1,2,4]triazin-4-yl)-5-(trifluoromethyl)phenol